N-butyl-methylpyridinium bromide [Br-].C(CCC)[N+]1=C(C=CC=C1)C